C(C)(C)OC1=C(C=[Ru-]Cl)C=CC=C1 (2-isopropyloxybenzylidene)ruthenium (II) chloride